FC(C)(F)C1=NC=C(C(=N1)OC1=CC=CC=C1)C(=O)O 2-(1,1-difluoroethyl)-4-phenoxypyrimidine-5-carboxylic acid